1-(2,5-diazabicyclo[2.2.1]hept-2-yl)-2-(3-isopropyl-2-(2-methylpyridin-4-yl)-1H-indol-5-yl)-2-methylpropan-1-one C12N(CC(NC1)C2)C(C(C)(C)C=2C=C1C(=C(NC1=CC2)C2=CC(=NC=C2)C)C(C)C)=O